(1S,3aR,6aS)-2-(6-methyl-4-(trifluoromethyl)pyridin-2-yl)-3-oxooctanecarbonylcyclopenta[c]pyrrole-1-carboxamide CC1=CC(=CC(=N1)C(CC(=O)C1=C2C(C(=N1)C(=O)N)=CC=C2)C(CCCCC)=O)C(F)(F)F